((2-azidoethoxy)carbonyl)-L-lysine N(=[N+]=[N-])CCOC(=O)N[C@@H](CCCCN)C(=O)O